4-[2-(4-[125I]Iodo-phenyl)-vinyl]-phenylamine [125I]C1=CC=C(C=C1)C=CC1=CC=C(C=C1)N